BrC=1C2=C(N(N=C2C(=CC1)F)C)CCCN(C(OC(C)(C)C)=O)CCCN1CCOCC1 tert-butyl N-[3-(4-bromo-7-fluoro-2-methyl-indazol-3-yl)propyl]-N-(3-morpholinopropyl)carbamate